4-{[6-(5-chloro-2-fluorophenyl)pyridazin-4-yl]amino}-7-[2-(4-methylpiperazin-1-yl)ethoxy]quinolin-6-ol ClC=1C=CC(=C(C1)C1=CC(=CN=N1)NC1=CC=NC2=CC(=C(C=C12)O)OCCN1CCN(CC1)C)F